NC(C(=O)O)CC1=CC2=CC=CC=C2C=C1 2-amino-3-(naphthalen-2-yl)propionic acid